2-methyl-pentane-1,3,5-Triol CC(CO)C(CCO)O